(S)-2-(2-ethylbutanamido)-4-((2-(methoxy-d3)ethyl)(4-(5,6,7,8-tetrahydro-1,8-naphthyridin-2-yl)butyl)amino)butanoic acid C(C)C(C(=O)N[C@H](C(=O)O)CCN(CCCCC1=NC=2NCCCC2C=C1)CCOC([2H])([2H])[2H])CC